5-[3-({(1S)-1-[(1R,5S,8r)-3-azabicyclo[3.2.1]oct-8-yl]ethyl}amino)-4-(trifluoromethyl)phenyl]-1,3,4-oxadiazol-2(3H)-one [C@@H]12CNC[C@@H](CC1)C2[C@H](C)NC=2C=C(C=CC2C(F)(F)F)C2=NNC(O2)=O